C(C)C=1C(=CC=C2C=C(C=C(C12)C1=C(C=2N=C(N=C(C2C=N1)N(CCC(=O)O)C)OC[C@]12CCCN2C[C@@H](C1)F)F)O)F 3-((7-(8-ethyl-7-fluoro-3-hydroxynaphthalen-1-yl)-8-fluoro-2-(((2R,7aS)-2-fluorotetrahydro-1H-pyrrolizin-7a(5H)-yl)methoxy)pyrido[4,3-d]pyrimidin-4-yl)(methyl)amino)propanoic acid